(12aR)-10-chloro-9-(2-fluoro-6-hydroxyphenyl)-8-methoxy-6-oxo-3,4,12,12a-tetrahydro-6H-pyrazino[2,1-C][1,4]benzoxazepine-2(1H)-carboxylic acid tert-butyl ester C(C)(C)(C)OC(=O)N1C[C@@H]2COC3=C(C(N2CC1)=O)C=C(C(=C3Cl)C3=C(C=CC=C3O)F)OC